3-((chloro(diisopropylamino)phosphino)oxy)propionitrile ClP(OCCC#N)N(C(C)C)C(C)C